3-(2,6-dimethylphenoxy)-1-((tetrahydro-2H-pyran-4-yl)methyl)-1H-pyrrole-2,5-dione CC1=C(OC=2C(N(C(C2)=O)CC2CCOCC2)=O)C(=CC=C1)C